OC1=C(C=CC=C1C)C 2-hydroxymeta-xylene